N-Tetrahydrofurfurylacrylamide C(C1CCCO1)NC(C=C)=O